C(CCCCCC)OCC(CO)O 3-(heptyloxy)propane-1,2-diol